3-(2,2-difluorobenzo[d][1,3]dioxol-5-yl)-1-(4-(2-((1-hydroxypropan-2-yl)oxy)pyrimidine-4-carbonyl)piperazin-1-yl)prop-2-en-1-one FC1(OC2=C(O1)C=CC(=C2)C=CC(=O)N2CCN(CC2)C(=O)C2=NC(=NC=C2)OC(CO)C)F